N(=[N+]=[N-])CCOCCOCCOCCOCCOCCOCCOCCOCCOCCOCCOCCOCCOCCOCCOCCOCCOCCOCCOCCOCCOCCOCCOCCOC(CN1C(=NC=2C(=NC=3C=CC=CC3C21)N)COCC)(C)C 1-(74-azido-2,2-dimethyl-3,6,9,12,15,18,21,24,27,30,33,36,39,42,45,48,51,54,57,60,63,66,69,72-tetracosaoxatetraheptacontyl)-2-(ethoxymethyl)-1H-imidazo[4,5-c]quinolin-4-amine